FC1([C@@H](CN2C(N(C=C21)C2=NOC1=C2C(=CC=C1)C1=C(C=C(C=C1F)F)F)=O)NS(=O)(=O)CC)F N-{(6R)-7,7-difluoro-3-oxo-2-[4-(2,4,6-trifluorophenyl)-1,2-benzoxazol-3-yl]-2,5,6,7-tetrahydro-3H-pyrrolo[1,2-c]imidazol-6-yl}ethanesulfonamide